6-fluorobenzo[c][1,2,5]oxadiazol FC=1C=CC=2C(=NON2)C1